C(C)(=O)OC(NC(C)=O)(N)C(=O)OCC=C [(prop-2-en-1-yloxy)carbonyl]amino(acetamido)methyl acetate